OCCOC1=C(C2=CC=CC=C2C=C1)C1=C(C=CC2=CC=CC=C12)OCCO 2,2'-bishydroxyethoxy-1,1'-binaphthyl